CN(C=1C2=C(N=CN1)NC=C2)[C@H]2CNCC[C@H]2C N-methyl-N-((3R,4R)-4-methylpiperidine-3-yl)-7H-pyrrolo[2,3-d]pyrimidine-4-amine